N-(3-(3-(3-(2-methoxyethyl)-4-oxo-3,4-dihydroquinazolin-6-yl)ureido)benzyl)acetamide COCCN1C=NC2=CC=C(C=C2C1=O)NC(NC=1C=C(CNC(C)=O)C=CC1)=O